CN1N=CC=2C1=NC=CC2N2CC1(CC1(C2)C(F)(F)F)C(=O)O 3-(1-methyl-1H-pyrazolo[3,4-b]pyridin-4-yl)-5-(trifluoromethyl)-3-azabicyclo[3.1.0]hexane-1-carboxylic acid